C1(CC1)N1CC(C1)(C)[C@@](C=1C=C(C=NC1)C1=NOC(=N1)[C@@H]1CC[C@H](CC1)O)(C1=CC=C(C=C1)C(C)C)O Trans-4-(3-{5-[(R)-(1-cyclopropyl-3-methyl-azetidin-3-yl)-hydroxy-(4-isopropyl-phenyl)-methyl]-pyridin-3-yl}-[1,2,4]Oxadiazol-5-yl)-cyclohexanol